CC1C2(CC1(C2)C#CC2=C(N=NC(=C2)Cl)N)C(=O)OC[C@@H]2[C@H]([C@H]([C@@H](O2)C2=CN(C(=O)N(C2=O)CCC(C(=O)O)N)C)O)O 1-methyl-3-(3-amino-3-carboxypropyl)pseudouridine methyl-3-[2-(3-amino-6-chloropyridazin-4-yl)ethynyl]bicyclo[1.1.1]pentane-1-carboxylate